4-bromo-2-morpholinylaniline BrC1=CC(=C(N)C=C1)N1CCOCC1